C1(CC1)S(=O)(=O)N1N=CC(=C1)C1=NC=CC(=N1)NC1=CC(=C(C=N1)C1=NC=C(C=C1)OC1CCN(CC1)C)NC(C)C N6'-(2-(1-(Cyclopropylsulfonyl)-1H-pyrazol-4-yl)pyrimidin-4-yl)-N4'-isopropyl-5-((1-methylpiperidin-4-yl)oxy)-[2,3'-bipyridine]-4',6'-diamine